1-(6-methoxypyridin-3-yl)-N-methylmethanamine COC1=CC=C(C=N1)CNC